methyl 5-(8-(3-ethyl-6-methyl-5-oxo-4,5,6,7-tetrahydro-1H-pyrazolo[3,4-c]pyridin-1-yl)isoquinolin-3-yl)picolinate C(C)C1=NN(C=2CN(C(CC21)=O)C)C=2C=CC=C1C=C(N=CC21)C=2C=CC(=NC2)C(=O)OC